C(C)(C)(C)OC([C@@H](CC1=CC(=CC(=C1)CC=C)OC)[C@@H]1CN(CC1)C(=O)OC(C)(C)C)=O tert-butyl (3R)-3-[(2S)-1-(tert-butoxy)-3-[3-methoxy-5-(prop-2-en-1-yl)phenyl]-1-oxopropane-2-yl]pyrrolidine-1-carboxylate